[Zr].[Nb].[Ni].[Pb] lead nickel-niobium-zirconium